N-[(6S,7S)-5-(2-cyclopropyl-2-hydroxy-propanoyl)-6-[(2-fluoro-3-phenyl-phenyl)methyl]-5-azaspiro[2.4]heptan-7-yl]-1-fluoro-methanesulfonamide C1(CC1)C(C(=O)N1CC2(CC2)[C@@H]([C@@H]1CC1=C(C(=CC=C1)C1=CC=CC=C1)F)NS(=O)(=O)CF)(C)O